[Sr].[Bi] bismuth-strontium